NC1=C2C(=NC=N1)N(N=C2C#CC=2N=C1N(C=C(C=C1OC)C)C2)[C@@H]2CN(CC2)C(C=C)=O (S)-1-(3-(4-amino-3-((8-methoxy-6-methylimidazo[1,2-a]pyridin-2-yl)ethynyl)-1H-pyrazolo[3,4-d]pyrimidin-1-yl)pyrrolidin-1-yl)prop-2-en-1-one